porphinium sodium [Na+].C12=CC=C([NH2+]1)C=C1C=CC(=N1)C=C1C=CC(N1)=CC=1C=CC(N1)=C2